4-[6-(1-cyano-1-methylethyl)pyrazolo[1,5-a]pyridin-3-yl]-2-(difluoromethoxy)-N-[(1S,2S)-2-fluorocyclopropyl]-6-methoxybenzamide C(#N)C(C)(C)C=1C=CC=2N(C1)N=CC2C2=CC(=C(C(=O)N[C@@H]1[C@H](C1)F)C(=C2)OC)OC(F)F